C(C)N1C(=NN=C1C)C1=CC=CC(=N1)N1CC=2C(=NC(=CC2C1=O)N1[C@@H](CCC1)C)C(C)NC 2-[6-(4-ethyl-5-methyl-4H-1,2,4-triazol-3-yl)pyridin-2-yl]-4-[(1ξ)-1-(methylamino)ethyl]-6-[(2R)-2-methyl-pyrrolidin-1-yl]-2,3-dihydro-1H-pyrrolo[3,4-c]pyridin-1-one